C(C=C)(=O)O.C(C=C)(=O)O.C(C=C)(=O)O.[SiH3]O[SiH3] silylether triacrylate